tin purine N1=CN=C2N=CNC2=C1.[Sn]